methyl (R)-4-(3-aminopyrrolidin-1-yl)butanoate N[C@H]1CN(CC1)CCCC(=O)OC